N,N'-diphenyl-ethanediamide C1(=CC=CC=C1)NC(C(=O)NC1=CC=CC=C1)=O